5-(3-cyclopropylpyrazolo[1,5-a]pyrimidin-5-yl)-N-((1-methylcyclopropyl)methyl)-7H-pyrrolo[2,3-d]pyrimidin-2-amine C1(CC1)C=1C=NN2C1N=C(C=C2)C2=CNC=1N=C(N=CC12)NCC1(CC1)C